4-((1R,3R,4R)-3-hydroxy-4-methylcyclohexylamino)-2-(isopropylamino)pyrimidine-5-carbonitrile O[C@@H]1C[C@@H](CC[C@H]1C)NC1=NC(=NC=C1C#N)NC(C)C